C(C1=CC=CC=C1)OC(=O)N([C@H](C(=O)N[C@H](C(=O)N([C@H](C(=O)NCC(=O)OC(C)(C)C)C)C)[C@H](CC)C)CC(C)C)C tert-Butyl 2-[[(2S)-2-[[(2S,3S)-2-[[(2S)-2-[benzyloxycarbonyl(methyl)amino]-4-methyl-pentanoyl]amino]-3-methyl-pentanoyl]-methyl-amino]propanoyl]amino]acetate